5-(Chloromethyl)-1-benzothiophen-7-yl methyl ether COC1=CC(=CC=2C=CSC21)CCl